Cl.COC([C@@H](N)[C@H](O)C)=O |r| DL-threonine methyl ester HCl salt